ClC=1C=C(C=NC1C=1OC(CN1)(C)C)NC(OC(C)(C)C)=O tert-butyl (5-chloro-6-(5,5-dimethyl-4,5-dihydrooxazol-2-yl)pyridin-3-yl)carbamate